ClC1=C(C=C2C=C(N=CC2=C1)NC(=O)[C@H]1[C@H]([C@@H]1C=1C=NN(C1)C)CC)N1CC[NH+](CC1)[C@@]1(COCC1)C (1S,2S,3S)-N-[7-chloro-6-[4-((S)-3-methyltetrahydrofuran-3-yl)piperazin-4-ium-1-yl]-3-isoquinolyl]-2-ethyl-3-(1-methylpyrazol-4-yl)cyclopropanecarboxamide